[Cl-].S(=O)(=O)(O)C(CCC)C1=NC=CN1C 1-sulfobutyl-3-methylimidazole chloride salt